6-bromo-N-(3-chlorophenyl)-1H-indole-3-carboxamide BrC1=CC=C2C(=CNC2=C1)C(=O)NC1=CC(=CC=C1)Cl